(E)-2-chloro-5-(2-ethoxyvinyl)isonicotinamide ClC=1C=C(C(=O)N)C(=CN1)\C=C\OCC